O=C1NC(CCC1N1C(C2=CC=C(C=C2C1)O[C@@H]1[C@H](CCCC1)N(C)CC1=CC=C(C#N)C=C1)=O)=O 4-((((1S,2S)-2-((2-(2,6-dioxopiperidin-3-yl)-1-oxoisoindolin-5-yl)oxy)cyclohexyl)(methyl)amino)methyl)benzonitrile